(2R,3R,4R,5S)-2-(((3-methoxyphenyl)(methyl)amino)methyl)-5-((6-(trifluoromethyl)pyrazin-2-yl)amino)tetrahydro-2H-pyran-3,4-diol COC=1C=C(C=CC1)N(C)C[C@H]1OC[C@@H]([C@H]([C@H]1O)O)NC1=NC(=CN=C1)C(F)(F)F